2-(11-hydroxyundecyl)isoindoline-1,3-dione OCCCCCCCCCCCN1C(C2=CC=CC=C2C1=O)=O